CN(C/C=C/C(=O)N1C2CN(CC1C2)C(=O)C2CN(C2)C)C (e)-4-(dimethylamino)-1-(3-(1-methylazetidine-3-carbonyl)-3,6-diazabicyclo[3.1.1]heptan-6-yl)but-2-en-1-one